SCCCC(=O)OCC(COC(CCCS)=O)(CO)CO pentaerythritol bis(4-mercaptobutyrate)